C[Si](C)(C)C#CC1=C(C=O)C=CC=C1 2-((trimethylsilyl)ethynyl)benzaldehyde